6-(2-amino-6-fluoro-5-(1,2,3,4-tetrahydroisoquinolin-7-yl)pyridin-3-yl)-3,4-dihydroisoquinolin-1(2H)-one NC1=NC(=C(C=C1C=1C=C2CCNC(C2=CC1)=O)C1=CC=C2CCNCC2=C1)F